COC1=NC=C2C=C(N=CC2=C1)C(=O)OC Methyl 7-methoxy-2,6-naphthyridine-3-carboxylate